3,4-dibenzyloxyphenyl-acetonitrile C(C1=CC=CC=C1)OC=1C=C(C=CC1OCC1=CC=CC=C1)CC#N